OC1=CC=C(C=C(C(=O)OC(C)C)C#N)C=C1 isopropyl 4-hydroxy-α-cyanocinnamate